Cl.Cl.C(C)(C)[C@@H]1OC2=C(CNC1)N=C(C=C2)O (S)-2-isopropyl-2,3,4,5-tetrahydropyrido[2,3-f][1,4]oxazepin-7-ol, dihydrochloride